(S)-5-(benzyloxy)-6-methoxy-2-(6-(trifluoromethyl)benzo[d]oxazol-2-yl)-1,2,3,4-tetrahydroisoquinoline-3-carboxylic acid C(C1=CC=CC=C1)OC1=C2C[C@H](N(CC2=CC=C1OC)C=1OC2=C(N1)C=CC(=C2)C(F)(F)F)C(=O)O